CCC(C)CCCCCCCCC(=O)O The molecule is a methyl-branched fatty acid that is dodecanoic acid (lauric acid) substituted by a methyl group at position 10. It is a methyl-branched fatty acid, a branched-chain saturated fatty acid and a medium-chain fatty acid. It derives from a dodecanoic acid.